CSC=1N=CC2=C(N1)CN(CC2)C(=O)[O-] 2-methylsulfanyl-6,8-dihydro-5H-pyrido[3,4-d]pyrimidine-7-carboxylate